CS(=O)(=O)C1=CC=C(OCC2CC(N(C2)CCC=2C=C(C#N)C=CC2)C)C=C1 3-{2-[4-[(4-methanesulfonylphenoxy)meth-yl]-2-methyl-pyrrolidin-1-yl]-ethyl}benzonitrile